CC1=C(C=C(C(=C1)N)C)N 2,5-Dimethyl-1,4-phenylenediamine